N1(CCC[C@@H]2CCCC[C@H]12)C([C@@H](CN(C)CC1=CC=CC=C1)N(CC1=C(C=C(C=C1)OC)OC)C1CC1)=O (2R)-1-[(4aS,8aS)-3,4,4a,5,6,7,8,8a-Octahydro-2H-quinolin-1-yl]-3-[benzyl(methyl)amino]-2-[cyclopropyl-[(2,4-dimethoxyphenyl)methyl]amino]propan-1-one